6-bromo-2-chloropyridin-3-amine BrC1=CC=C(C(=N1)Cl)N